C(C)(C)(C)OC(=O)N1CCC2(CC(C2)C(C)OS(=O)(=O)C)CC1 2-(1-((methylsulfonyl)oxy)ethyl)-7-azaspiro[3.5]nonane-7-carboxylic acid tert-butyl ester